C(C)(=O)O/N=C(\C1=CC(=CC=C1)CC(NS(=O)(=O)C=1C=CC2=C(NC(CO2)=O)C1)C=1SC2=C(N1)C=CC(=C2)OC)/N [(E)-[amino-[3-[2-(6-methoxy-1,3-benzothiazol-2-yl)-2-[(3-oxo-4H-1,4-benzoxazin-6-yl)sulfonylamino]ethyl]phenyl]methylene]amino] acetate